C(N)(=O)C=1C=2N(C(=NC1NC=1C=C(OCCOCCOCCOCC(=O)OCC)C=C(C1)OC)SC)C=CN2 1-Ethyl 2-[2-[2-[2-[3-[(8-carbamoyl-5-methylsulfanyl-imidazo[1,2-c]pyrimidin-7-yl)amino]-5-methoxy-phenoxy]ethoxy]ethoxy]ethoxy]acetate